tert-butyl 4-(4-(3-hydroxyphenyl)-1H-pyrazol-1-yl)piperidine-1-carboxylate OC=1C=C(C=CC1)C=1C=NN(C1)C1CCN(CC1)C(=O)OC(C)(C)C